FC=1C(=C(C=CC1F)[C@H]1[C@@H](O[C@]([C@H]1C)(C(F)(F)F)C)C(=O)NC=1C=NC(=CC1)C(COC)O)OCCOC |o1:8,9,11,12| rel-(2R*,3S*,4S*,5R*)-3-[3,4-difluoro-2-(2-methoxyethoxy)phenyl]-N-[6-(1-hydroxy-2-methoxy-ethyl)-3-pyridyl]-4,5-dimethyl-5-(trifluoromethyl)tetrahydrofuran-2-carboxamide